4-[5-(2-aminoethyl)pyridin-2-yl]-3-(1-methyl-5-morpholin-4-ylpyrazol-3-yl)oxybenzonitrile NCCC=1C=CC(=NC1)C1=C(C=C(C#N)C=C1)OC1=NN(C(=C1)N1CCOCC1)C